C(CCCCCCC\C=C/C\C=C/CCCCC)(=O)OCC(COC(CC12CC3CC(CC(C1)C3)C2)=O)COC(CCN(CC)CC)=O 3-(2-((3r,5r,7r)-adamantan-1-yl)acetoxy)-2-(((3-(diethylamino)propanoyl)oxy)methyl)propyl (9Z,12Z)-octadeca-9,12-dienoate